CN1N=CC=C1C1CCN(CC1)C1CC2(C1)CN(CC2)C(=O)OCC Ethyl 2-(4-(1-methyl-1H-pyrazol-5-yl) piperidin-1-yl)-6-azaspiro[3.4]octane-6-carboxylate